C(#N)C1=CC=C(C=C1)C1C2=C(N(C(N1CC(=O)O)=O)C1=CC(=CC=C1)C(F)(F)F)CCN(C2=O)C 2-(4-(4-Cyanophenyl)-6-methyl-2,5-dioxo-1-(3-(trifluoromethyl)phenyl)-1,2,5,6,7,8-hexahydropyrido[4,3-d]pyrimidin-3(4H)-yl)acetic acid